6,7-difluoro-1-(2-fluoro-4-hydroxyphenyl)-4-oxo-1,4-dihydroquinoline-3-carboxylic acid FC=1C=C2C(C(=CN(C2=CC1F)C1=C(C=C(C=C1)O)F)C(=O)O)=O